FC(CC(CC=C)N)(C)F 6,6-difluoro-hept-1-en-4-amine